BrC=1C(=NC(=NC1)N)F 5-bromo-4-fluoropyrimidine-2-amine